(3S,4S,5R,6S)-3,4,5,6,7-pentahydroxyheptanone O[C@H](C(C)=O)[C@H]([C@@H]([C@H](CO)O)O)O